C(C)(C)OC(CN(C)C(CCCCCCCCCCC)=O)=O N-lauroyl-L-sarcosine isopropyl ester